FC1=C2C(=NC(=NC2=CC(=C1)F)C)C 5,7-difluoro-2,4-dimethyl-quinazoline